CN(C=1NC(C=2N=CN([C@H]3[C@H](O)[C@H](O)[C@@H](CO)O3)C2N1)=S)C N2,N2-Dimethyl-6-thioguanosin